N-hexyloctane-1,8-diamine C(CCCCC)NCCCCCCCCN